2-(2-(6-(4-Fluorophenyl)imidazo[2,1-b]thiazol-3-yl)acetyl)-N-(2,4-dichlorophenyl)hydrazine FC1=CC=C(C=C1)C=1N=C2SC=C(N2C1)CC(=O)NNC1=C(C=C(C=C1)Cl)Cl